FC1=C(C=CC(=C1)C(C(=O)O)(C(C)C)C)C1=CC=CC=C1 cis-2-(2-fluoro-4-biphenylyl)-2,3-dimethylbutanoic acid